(1H-indazol-5-yl)-3-{4-[(4-methylpiperidin-1-yl)methyl]thiazol-2-yl}imidazo[1,2-b]pyridazin-6-amine N1N=CC2=CC(=CC=C12)C=1N=C2N(N=C(C=C2)N)C1C=1SC=C(N1)CN1CCC(CC1)C